CN(C)C.[Na] sodium methyldimethylamine